8-((3S,4S)-3-ethoxy-4-((6-isopropoxypyridazin-3-yl)oxy)piperidin-1-yl)-5-methyl-6-oxo-5,6-dihydro-1,5-naphthyridine-2-carbonitrile C(C)O[C@H]1CN(CC[C@@H]1OC=1N=NC(=CC1)OC(C)C)C1=CC(N(C=2C=CC(=NC12)C#N)C)=O